O[C@H]1COCC[C@@H]1NC(C1=NC(=CC(=C1)CC=1C=NC(=CC1)C=1C=NN(C1)C)N1N=CC=C1)=O N-((3R,4S)-3-hydroxytetrahydro-2H-pyran-4-yl)-4-((6-(1-methyl-1H-pyrazol-4-yl)pyridin-3-yl)methyl)-6-(1H-pyrazol-1-yl)picolinamide